C(C)OC(C(=O)C1CS(C2=C(C=CC=C2C1=O)C)(=O)=O)=O 2-(8-methyl-1,1-dioxo-4-oxothiochroman-3-yl)-2-oxoacetic acid ethyl ester